COC1=CC(=CN=N1)C=1C=CC2=C(C1)COC1=NC(=NC=C12)N(C1CC(NC(C1)(C)C)(C)C)C N-[8-(6-methoxypyridazin-4-yl)-6H-isochromeno[3,4-d]pyrimidin-3-yl]-N,2,2,6,6-pentamethylpiperidin-4-amine